CC1=C(C#N)C=CC=C1[C@@H](C)NC1=C2C(=C(N=N1)C)C=NC(=C2)C2CCN(CC2)C (R)-2-methyl-3-(1-((4-methyl-7-(1-methylpiperidin-4-yl)pyrido[3,4-d]pyridazin-1-yl)amino)ethyl)benzonitrile